[I-].ICCCCCC[N+](C)(C)C 6-iodohexyl-trimethyl-ammonium iodide